CC(C(O)O)CC(C)C 2,4-dimethyl-pentanediol